2-nitrophenylenediamine [N+](=O)([O-])C1(C(C=CC=C1)N)N